C(C)(C)(C)OC(=O)N1CCC(CC1)OCC1=CC(=C(C=C1)Br)F 4-((4-bromo-3-fluorobenzyl)oxy)piperidine-1-carboxylic acid tert-butyl ester